5-(2,2-difluorocyclopropyl)pyrimidin-2-amine FC1(C(C1)C=1C=NC(=NC1)N)F